O=S1(CCC(C2=CC=CC=C12)NC(=O)C1=CC(=NC=2N1N=C(C2C(=O)N)COC)C)=O N7-(1,1-dioxo-3,4-dihydro-2H-thiochromen-4-yl)-2-(methoxymethyl)-5-methyl-pyrazolo[1,5-a]pyrimidine-3,7-dicarboxamide